N[C@H]1[C@H](CC2=CC=CC=C12)N(C=1C=C2C(N(C(C2=CC1)=O)C1C(NC(CC1)=O)=O)=O)C 5-(((1R,2S)-1-Amino-2,3-dihydro-1H-inden-2-yl)(methyl)amino)-2-(2,6-dioxopiperidin-3-yl)isoindolin-1,3-dion